CC1=CC=C(C=C1)S(=O)(=O)OCCCCCCCCCCCCC(=O)N[C@@H](C(C)(C)C)C(=O)N1[C@@H](C[C@H](C1)O)C(N[C@@H](C)C1=CC=C(C=C1)C1=C(N=CS1)C)=O [13-[[(1S)-1-[(2S,4R)-4-hydroxy-2-[[(1S)-1-[4-(4-methylthiazol-5-yl)phenyl]ethyl]carbamoyl]pyrrolidine-1-carbonyl]-2,2-dimethyl-propyl]amino]-13-oxo-tridecyl] 4-methylbenzenesulfonate